(4-{6-amino-5-[1-(2,6-dichloro-3-fluoro-phenyl)-ethoxy]-pyridin-3-yl}-phenyl)-(3,5-dimethyl-piperazin-1-yl)-methanone NC1=C(C=C(C=N1)C1=CC=C(C=C1)C(=O)N1CC(NC(C1)C)C)OC(C)C1=C(C(=CC=C1Cl)F)Cl